(4-methylpiperazin-1-yl)azetidine-1-carboxylic acid tert-butyl ester C(C)(C)(C)OC(=O)N1C(CC1)N1CCN(CC1)C